2-(6-amino-5-(8-(2-(6-hydroxyhex-1-yn-1-yl)pyridin-4-yl)-3,8-diazabicyclo[3.2.1]octan-3-yl)pyridazin-3-yl)phenol NC1=C(C=C(N=N1)C1=C(C=CC=C1)O)N1CC2CCC(C1)N2C2=CC(=NC=C2)C#CCCCCO